N-{bicyclo[1.1.1]pentan-1-yl}-1-[5-(5-chloro-2-methoxypyridin-4-yl)-1H-pyrazole-3-carbonyl]piperidine-4-carboxamide C12(CC(C1)C2)NC(=O)C2CCN(CC2)C(=O)C2=NNC(=C2)C2=CC(=NC=C2Cl)OC